dicyclohexyl-(2',6'-dimethoxy-[1,1'-biphenyl]-2-yl)phosphine C1(CCCCC1)P(C1=C(C=CC=C1)C1=C(C=CC=C1OC)OC)C1CCCCC1